N-(8-Amino-6-(4-cyanopyridin-3-yl)cinnolin-3-yl)-2-fluorocyclopropanecarboxamide NC=1C=C(C=C2C=C(N=NC12)NC(=O)C1C(C1)F)C=1C=NC=CC1C#N